(R)-3-(3-(4-((3-Aminopyrrolidin-1-yl)methyl)phenyl)-5-phenyl-3H-imidazo[4,5-b]pyridin-2-yl)pyridin-2-amine N[C@H]1CN(CC1)CC1=CC=C(C=C1)N1C(=NC=2C1=NC(=CC2)C2=CC=CC=C2)C=2C(=NC=CC2)N